CC=1C=CC(N(C1)C(CNS(=O)(=O)C)CO[C@@H]1CC[C@@H](CC1)C1=CC=CC=C1)=O N-[2-(5-methyl-2-oxo-1,2-dihydropyridin-1-yl)-3-{[(CIS)-4-phenylcyclohexyl]oxy}propyl]methane-sulfonamide